9-(4-(4-bromophenyl)-6-phenyl-1,3,5-triazin-yl)-9H-carbazole BrC1=CC=C(C=C1)C1=NC(=NC(=N1)C1=CC=CC=C1)N1C2=CC=CC=C2C=2C=CC=CC12